N-[(1S)-1-[[1-[(1SR)-1-(3-chloro-6-oxo-1H-pyridazin-5-yl)-3,3-difluoro-propyl]-3-fluoro-pyrazol-4-yl]carbamoyl]-2,2-dicyclopropyl-ethyl]-2-isopropyl-pyrazole-3-carboxamide ClC1=NNC(C(=C1)[C@H](CC(F)F)N1N=C(C(=C1)NC(=O)[C@H](C(C1CC1)C1CC1)NC(=O)C=1N(N=CC1)C(C)C)F)=O |&1:7|